N-((6-((3R,5S)-3,5-dimethylpiperazin-1-yl)-4-(trifluoromethyl)pyridin-2-yl)methyl)-5-(pyridin-3-yl)-7H-pyrrolo[2,3-d]pyrimidin-4-amine C[C@@H]1CN(C[C@@H](N1)C)C1=CC(=CC(=N1)CNC=1C2=C(N=CN1)NC=C2C=2C=NC=CC2)C(F)(F)F